Cl.NCCC(CO)O 4-aminobutane-1,2-diol hydrochloride